7-methoxy-2-methyl-2H-indazol-4-amine COC1=CC=C(C2=CN(N=C12)C)N